hexahydro-4,7-methyleneindene methyl-5-(3-methoxy-3-oxo-propyl)sulfanylbenzothiophene-2-carboxylate COC(=O)C=1SC2=C(C1)C=C(C=C2)SCCC(=O)OC.C2C1C3CCCC3=C2CC1